C(C)(=O)O.C(C)(=O)O.C1(=CC=CC=C1)O Phenol diacetate